3-(5-(8-(2-((3r,5r,7r)-adamantan-1-yl)ethyl)-3,8-diazabicyclo[3.2.1]octan-3-yl)-2-methyl-4-oxoquinazolin-3(4H)-yl)piperidine-2,6-dione C12(CC3CC(CC(C1)C3)C2)CCN2C3CN(CC2CC3)C3=C2C(N(C(=NC2=CC=C3)C)C3C(NC(CC3)=O)=O)=O